C(C1=CC=CC=C1)(=O)O[C@H]1[C@H]2[C@@H]([C@@H](\C=C/C[C@H](S[C@H]([C@@H]([C@H]1OC(C1=CC=CC=C1)=O)OC(C1=CC=CC=C1)=O)O2)CO)C)N[S@](=O)C(C)(C)C (1R,3S,7R,8R,9R,10S,11S,12R,Z)-8-(((R)-tert-butylsulfinyl)amino)-3-(hydroxymethyl)-7-methyl-13-oxa-2-thiabicyclo[7.3.1]tridec-5-ene-10,11,12-triyl tribenzoate